C(C1=CC=CC=C1)OC(=O)N1CCC2(CC(CC2=O)C)CC1 3-methyl-1-oxo-8-azaspiro[4.5]decane-8-carboxylic acid benzyl ester